CN1N=C(C(=C1C)O)C1=CC(=CC=C1)S(=O)(=O)C 1,5-Dimethyl-3-(3-(methylsulfonyl)phenyl)-pyrazol-4-ol